N=C1N(C2=C(N1[C@H](CNC(N(C)C)=O)CC1=CC=C(C=C1)C)C=CC=C2)CC2=CC=C(C=C2)C (S)-3-(2-(2-imino-3-(4-methylbenzyl)-2,3-dihydro-1H-benzo[d]imidazol-1-yl)-3-(p-tolyl)propyl)-1,1-dimethylurea